glucose potassium sulfate S(=O)(=O)([O-])[O-].[K+].O=C[C@H](O)[C@@H](O)[C@H](O)[C@H](O)CO.[K+]